4-hydroxybutyl (2-isopropyl-5-methylphenyl) carbonate C(OCCCCO)(OC1=C(C=CC(=C1)C)C(C)C)=O